(2R)-2-isopropyloxirane C(C)(C)[C@H]1OC1